6-chloro-N-{3-[2-(4-chloro-3-fluorophenoxy)acetamido]bicyclo[1.1.1]pent-1-yl}-4-(cyclopropanecarbonyl)-3,4-dihydro-2H-1,4-benzoxazine-2-carboxamide ClC=1C=CC2=C(N(CC(O2)C(=O)NC23CC(C2)(C3)NC(COC3=CC(=C(C=C3)Cl)F)=O)C(=O)C3CC3)C1